2,5-difluoro-phenylglycine FC1=C(C(N)C(=O)O)C=C(C=C1)F